OC1=CC=C2C=C(C(OC2=C1)=O)C(=O)N 7-hydroxy-2-oxo-2H-chromene-3-carboxamide